3-{6-[(morpholin-4-yl)methyl]Pyridin-3-yl}-1H-indole-2-carboxylic acid N1(CCOCC1)CC1=CC=C(C=N1)C1=C(NC2=CC=CC=C12)C(=O)O